Tert-butyl (R)-3-((S)-3-(5-bromobenzo[b]thiophen-2-yl)-1-(tert-butoxy)-1-oxopropan-2-yl)pyrrolidine-1-carboxylate BrC1=CC2=C(SC(=C2)C[C@H](C(=O)OC(C)(C)C)[C@@H]2CN(CC2)C(=O)OC(C)(C)C)C=C1